C(C)(C)(C)OC(=O)N([C@H](C(=O)N[C@@H]1C(N2[C@@H](SCC1)CC([C@H]2C(=O)O)(C)C)=O)C)C (4S,7S,9aS)-4-({(2S)-2-[(tert-Butoxycarbonyl)(methyl)amino]propanoyl}amino)-8,8-dimethyl-5-oxooctahydropyrrolo[2,1-b][1,3]thiazepine-7-carboxylic acid